C(C)(=O)N1CCC(CC1)\C(=N/O)\N (E)-1-acetyl-N'-hydroxypiperidine-4-carboxamidine